N-[4-[[dimethyl(oxo)-λ6-sulfanylidene]amino]phenyl]-4-indol-1-yl-5-methyl-pyrimidin-2-amine CS(=O)(C)=NC1=CC=C(C=C1)NC1=NC=C(C(=N1)N1C=CC2=CC=CC=C12)C